(1R,3R,4S)-N-((S)-(3-chloro-2,6-difluorophenyl)(4-fluorobicyclo[2.2.1]hept-1-yl)methyl)-3-hydroxy-4-isopropoxycyclopentane-1-carboxamide ClC=1C(=C(C(=CC1)F)[C@@H](NC(=O)[C@@H]1C[C@H]([C@H](C1)OC(C)C)O)C12CCC(CC1)(C2)F)F